methyl 2-(6-oxo-2-phenyl-5-(4,5,6,7-tetrahydrobenzo[d]thiazol-2-yl)pyrimidin-1(6H)-yl)acetate O=C1C(=CN=C(N1CC(=O)OC)C1=CC=CC=C1)C=1SC2=C(N1)CCCC2